(4-fluorophenyl)(3-(3-hydroxythietan-3-yl)-3-(((6-methoxynaphthalen-2-yl)oxy)methyl)azetidin-1-yl)methanone FC1=CC=C(C=C1)C(=O)N1CC(C1)(COC1=CC2=CC=C(C=C2C=C1)OC)C1(CSC1)O